C(C)(C)(C)OC([C@@H](CC=1C=C(C=CC1)CC(=O)O)[C@H]1CN(CC1)C(=O)OC(C)(C)C)=O 2-{3-[(2S)-3-(tert-butoxy)-2-[(3S)-1-[(tert-butoxy)carbonyl]pyrrolidin-3-yl]-3-oxopropyl]phenyl}acetic acid